C(#N)C=1N=CC(=NC1)NC1=NNC(=C1)C1=C(C=C(C=C1)CC1CCN(CC1)C(=O)OC(C)(C)C)OC tert-Butyl 4-[[4-[3-[(5-cyanopyrazin-2-yl)amino]-1H-pyrazol-5-yl]-3-methoxy-phenyl]methyl]piperidine-1-carboxylate